ClC=1C=C(C(=NC1)OCC1=NC=CC(=N1)OC1CCN(CC1)CC1=NC2=C(N1C[C@H]1OCC1)C=C(C=C2F)C(=O)O)F ({4-[(2-{[(5-Chloro-3-fluoropyridin-2-yl)oxy]methyl}pyrimidin-4-yl)oxy]piperidin-1-yl}methyl)-4-fluoro-1-{[(2S)-oxetan-2-yl]methyl}-1H-1,3-benzodiazole-6-carboxylic acid